C(C)(C)(C)C1=NN=C(O1)C=1C(=NC(=NC1)NC1=CC(=C(C=C1)S(=O)(=O)C)F)N[C@H](CO)C1=CC=CC=C1 (2S)-2-[[5-(5-tert-butyl-1,3,4-oxadiazol-2-yl)-2-(3-fluoro-4-methylsulfonyl-anilino)pyrimidin-4-yl]amino]-2-phenyl-ethanol